(1R,3R)-3-(6-bromo-5-methyl-2,4-dioxo-1,4-dihydrothieno[2,3-d]pyrimidin-3(2H)-yl)cyclobutane-1-carboxylic acid BrC1=C(C2=C(NC(N(C2=O)C2CC(C2)C(=O)O)=O)S1)C